Cl.ClC=1C=CC(=C(C1)[C@H](C)N)F (S)-1-(5-chloro-2-fluorophenyl)ethan-1-amine hydrochloride